COC=1C(=CC=C2C(=NNC12)C)C(=O)OC methyl 7-methoxy-3-methyl-1H-indazole-6-carboxylate